1,2-di-phytyl-glycerol C(\C=C(/C)\CCC[C@H](C)CCC[C@H](C)CCCC(C)C)OCC(OC\C=C(/C)\CCC[C@H](C)CCC[C@H](C)CCCC(C)C)CO